tert-Butyl (2S,4S)-2-(3-fluorophenyl)-4-(2,2,2-trifluoro-N-methylacetamido)piperidine-1-carboxylate FC=1C=C(C=CC1)[C@H]1N(CC[C@@H](C1)N(C(C(F)(F)F)=O)C)C(=O)OC(C)(C)C